4-(2-(2-(2,6-dichlorobenzyl)-4,6-dimethylphenoxy)ethyl)morpholine 2-methylpropyl-(4-chloro-3,5-diaminobenzoate) CC(COC(C1=CC(=C(C(=C1)N)Cl)N)=O)C.ClC1=C(CC2=C(OCCN3CCOCC3)C(=CC(=C2)C)C)C(=CC=C1)Cl